4-Boc-2-methylmorpholine-2-carboxylic acid C(=O)(OC(C)(C)C)N1CC(OCC1)(C(=O)O)C